BrC1=NC(=C(C(=O)NC2=NC(=NC=C2)Cl)C=C1)F 6-bromo-N-(2-chloropyrimidin-4-yl)-2-fluoronicotinamide